S(=O)(=O)(O)C1=CC=C(C)C=C1.C12=CC=C(N1)C=C1C=CC(=N1)C=C1C=CC(N1)=CC=1C=CC(N1)=C2 23H-porphyrin tosylate